FC=1C=C(OC2=CC=C3CCN(CC3=C2)C(C[C@@H]2NC(OC2)=O)=O)C=CC1C(F)(F)F (S)-4-(2-(7-(3-fluoro-4-(trifluoromethyl)phenoxy)-3,4-dihydroisoquinolin-2(1H)-yl)-2-oxoeth-yl)oxazolidin-2-one